1-methyl-3-[3-methyl-4-(4-trifluoromethanesulfonylphenoxy)phenyl]-1,3,5-triazinane-2,4,6-trione CN1C(N(C(NC1=O)=O)C1=CC(=C(C=C1)OC1=CC=C(C=C1)S(=O)(=O)C(F)(F)F)C)=O